ClC1=CC=C(C=C1)C1=C(C=CC=C1)CN1C2CN(CC1CC2)C=2C=C1C(N(C(C1=CC2)=O)C2C(NC(CC2)=O)=O)=O 5-(8-((4'-chloro-[1,1'-biphenyl]-2-yl)methyl)-3,8-diazabicyclo[3.2.1]oct-3-yl)-2-(2,6-dioxopiperidin-3-yl)isoindoline-1,3-dione